1'-(4-(2,4-Dioxotetrahydropyrimidin-1(2H)-yl)phenyl)-[4,4'-bipiperidine]-1-carboxylic acid tert-butyl ester C(C)(C)(C)OC(=O)N1CCC(CC1)C1CCN(CC1)C1=CC=C(C=C1)N1C(NC(CC1)=O)=O